FC1=C(OC2=C(C(=O)N)C=CC=N2)C=CC(=C1)CC(=O)NC1=NN2C(C(=CC=C2)F)=N1 2-(2-fluoro-4-(2-((8-fluoro-[1,2,4]triazolo[1,5-a]pyridin-2-yl)amino)-2-oxoethyl)phenoxy)nicotinamide